FC=1C=C2C3(C(NC2=CC1)=O)N(CCC31C(C3=CC=CC2=CC=CC1=C32)=O)C 5''-fluoro-1'-methyl-2H-dispiro[acenaphthylen-1,3'-pyrrolidin-2',3''-indoline]-2,2''-dione